N1=C(C=CC2=CC=CC=C12)CN(S(=O)(=O)C)C1=C(C=CC=C1)C#CC=1C=CC(=NC1)C(=O)O 5-[2-(2-{N-[(quinolin-2-yl)methyl]methanesulfonamido}phenyl)ethynyl]pyridine-2-carboxylic acid